4-bromo-3-(4-fluoro-2,6-bis(methyl-d3)phenoxy)-1-methylpyridin-2(1H)-one BrC1=C(C(N(C=C1)C)=O)OC1=C(C=C(C=C1C([2H])([2H])[2H])F)C([2H])([2H])[2H]